CC=1N(C=CN1)[C@@H](C)C1=CC=C(C=C1)NC(CNC1=NC=CC=C1)=O (S)-N-(4-(1-(2-methyl-1H-imidazol-1-yl)ethyl)phenyl)-2-(pyridin-2-ylamino)acetamide